BrC1=CC2=C(N(CCO2)C)C=C1 7-Bromo-4-methyl-3,4-dihydro-2H-1,4-benzoxazine